N-[2-[1-(dimethylamino)ethyl]-1H-pyrrolo[3,2-c]pyridin-6-yl]-1-methylindazole-6-carboxamide CN(C(C)C1=CC=2C=NC(=CC2N1)NC(=O)C1=CC=C2C=NN(C2=C1)C)C